N-((1R,3r,5S,6r)-3-(6-chloro-1H-indazol-4-yl)-3-hydroxybicyclo[3.1.0]hexan-6-yl)tetrahydrofuran-2-carboxamide ClC1=CC(=C2C=NNC2=C1)C1(C[C@H]2C([C@H]2C1)NC(=O)C1OCCC1)O